(1s,4s)-methyl 4-(tosyloxy)cyclohexanecarboxylate S(=O)(=O)(C1=CC=C(C)C=C1)OC1CCC(CC1)C(=O)OC